n-ethyl-2-(4-(trifluoromethyl)phenyl)-5-(3,4,5-trimethoxyphenyl)Oxazole-4-carboxylic acid amide C(C)NC(=O)C=1N=C(OC1C1=CC(=C(C(=C1)OC)OC)OC)C1=CC=C(C=C1)C(F)(F)F